S-benzyl diethoxyphosphinyldithioformate C(C)OP(=O)(OCC)C(=S)SCC1=CC=CC=C1